COC1=CC=C(CN(S(=O)(=O)C2=CC(N(C(=C2)C=2N=CN(C2)C)CC2=CC=C(C=C2)C(F)(F)F)=O)C)C=C1 N-(4-methoxybenzyl)-N-methyl-6-(1-methyl-1H-imidazol-4-yl)-2-oxo-1-(4-(trifluoromethyl)benzyl)-1,2-dihydropyridine-4-sulfonamide